2-(4-methylphenoxy)-N-(1H-pyrazol-3-yl)-N-(tetra-hydrothiophen-2-yl-methyl)acetamide CC1=CC=C(OCC(=O)N(CC2SCCC2)C2=NNC=C2)C=C1